bis(2,2,6,6-tetramethyl-4-piperidinol) sebacate C(CCCCCCCCC(=O)O)(=O)O.CC1(NC(CC(C1)O)(C)C)C.CC1(NC(CC(C1)O)(C)C)C